F[C@@H]1C[C@@]2(CCCN2C1)CO ((2R,7aS)-2-Fluorohexahydro-1H-pyrrolizin-7a-yl)methanol